N,N'-dimethyl-4,4'-bipyridine hexafluorophosphate F[P-](F)(F)(F)(F)F.CN1C=CC(C=C1)=C1C=CN(C=C1)C